((3S,4S)-8-(9-(5-chloroquinoxalin-6-yl)-7-((2-(trimethylsilyl) ethoxy) methyl)-7H-imidazo[1,2-c]pyrrolo[3,2-e]pyrimidin-5-yl)-3-methyl-2-oxa-8-azaspiro[4.5]decan-4-yl)carboxylate ClC1=C2N=CC=NC2=CC=C1C1=CN(C2=C1C=1N(C(=N2)N2CCC3([C@@H]([C@@H](OC3)C)C(=O)[O-])CC2)C=CN1)COCC[Si](C)(C)C